[C@H]12CN(C[C@H](CCC1)O2)C=2C=C1C(=CC=NC1=CC2)C(=O)NCC(=O)N2CSC[C@H]2C#N 6-((1R,5S)-9-oxa-3-azabicyclo[3.3.1]nonan-3-yl)-N-(2-((R)-4-cyanothiazolidin-3-yl)-2-oxoethyl)quinoline-4-carboxamide